2-chloro-N1-(4-chloro-3-(pyridin-2-yl)phenyl)-N-(1-methyl-1H-pyrazol-5-yl)terephthalamide ClC1=C(C(=O)N(C2=CC=NN2C)C2=CC(=C(C=C2)Cl)C2=NC=CC=C2)C=CC(=C1)C(=O)N